O(C1=CC=CC=C1)NC(=O)Cl Phenoxycarbamoyl chloride